3-(4-bromo-1H-pyrazol-1-yl)-2,2-dimethylpropan-1-ol BrC=1C=NN(C1)CC(CO)(C)C